C(C)(C)(C)OC(=O)N[C@H](C(=O)NC1=CC=C(CN(C([O-])=O)C=2C=C3OC=4C=C(C=CC4C4(C3=CC2)OCC2=CC=CC=C24)OC)C=C1)CC(C)C 4-((S)-2-((tert-Butoxycarbonyl)amino)-4-methylpentanamido)benzyl(3'-methoxy-3H-spiro[isobenzofuran-1,9'-xanthen]-6'-yl)carbamate